(Sa)-N-[6-(5-chloro-1,3-benzoxazol-2-yl)spiro[3.3]heptan-2-yl]-5-(propanoylsulfamoyl)furan-2-carboxamide ClC=1C=CC2=C(N=C(O2)C2CC3(CC(C3)NC(=O)C=3OC(=CC3)S(NC(CC)=O)(=O)=O)C2)C1